6-(2-(Pyridin-2-yl)cyclobutyl)quinoline N1=C(C=CC=C1)C1C(CC1)C=1C=C2C=CC=NC2=CC1